1H-INDENE-1-CARBOXALDEHYDE C1(C=CC2=CC=CC=C12)C=O